potassium 2,6-dihydroxybenzoate OC1=C(C(=O)[O-])C(=CC=C1)O.[K+]